FC(C1=CC=C(C=N1)[C@@H]1[C@](C1)(C(=O)NS(=O)(=O)C=1C=2C=CC(=NC2C=CC1)C)C1=C(C=CC(=C1)C)OC)F (1S,2R)-2-[6-(difluoromethyl)pyridin-3-yl]-1-(2-methoxy-5-methylphenyl)-N-(2-methylquinoline-5-sulfonyl)cyclopropane-1-carboxamide